2,3,5,6-tetramethylstyrene CC1=C(C=C)C(=C(C=C1C)C)C